CC1=C(C(=NN1C)C(F)F)C(=O)NC/C(=N/C(C)C)/C1=NC=C(C=C1Cl)C#CC1CC1 methyl-(Z)-N-{2-[3-chloro-5-(cyclopropylethynyl)-2-pyridinyl]-2-(isopropylimino)ethyl}-3-(difluoromethyl)-1-methylpyrazol-4-carboxamide